FC(C1=NN(C=C1C(=O)NC1=C(C=CC=C1)NC=1SC=C(N1)C(F)(F)F)C)F 3-(difluoromethyl)-1-methyl-N-(2-((4-(trifluoromethyl)thiazol-2-yl)amino)phenyl)-1H-pyrazole-4-carboxamide